1-(5-chloropyridin-2-yl)cyclobutan-1-ol ClC=1C=CC(=NC1)C1(CCC1)O